C(C=1C(O)=CC=CC1)=O.C(C=1C(O)=CC=CC1)=O.[Ni+2] nickel (II) disalicylaldehyde